N,N-dimethyl-2-methylpyridin-4-amine CN(C1=CC(=NC=C1)C)C